thiochroman-4-one 1-oxide S1(CCC(C2=CC=CC=C12)=O)=O